4-(3-amino-1-oxo-1-(thieno[2,3-c]pyridin-2-ylamino)propan-2-yl)benzoic acid NCC(C(NC1=CC=2C(=CN=CC2)S1)=O)C1=CC=C(C(=O)O)C=C1